(+)-8-((1S,2S,3S)-3-hydroxy-2-methylcyclopentyl)-6-(difluoromethyl-d)-2-((1-((methyl-d3)sulfonyl)piperidin-4-yl-4-d)-amino)pyrido[2,3-d]pyrimidin-7(8H)-one O[C@@H]1[C@H]([C@H](CC1)N1C(C(=CC2=C1N=C(N=C2)NC2(CCN(CC2)S(=O)(=O)C([2H])([2H])[2H])[2H])C([2H])(F)F)=O)C